5-(2-(2-(4-(3-(1-(5-chloropyrimidin-2-yl)piperidin-4-yl)propoxy)-2-fluorophenyl)acetyl)-6-oxa-2,9-diazaspiro[4.5]decan-9-yl)-5-oxopentane-1-sulfonic acid ClC=1C=NC(=NC1)N1CCC(CC1)CCCOC1=CC(=C(C=C1)CC(=O)N1CC2(CC1)OCCN(C2)C(CCCCS(=O)(=O)O)=O)F